2-(4-(hydrazineylmethyl)phenyl)-2-methylpropanenitrile N(N)CC1=CC=C(C=C1)C(C#N)(C)C